N-(1-(3-cyano-6-(2-hydroxy-2-methylpropyloxy)pyrazolo[1,5-a]pyridin-4-yl)-1H-pyrazol-4-yl)-2-(6-(4-fluoro-1H-pyrazol-1-yl)pyridin-3-yl)acetamide C(#N)C=1C=NN2C1C(=CC(=C2)OCC(C)(C)O)N2N=CC(=C2)NC(CC=2C=NC(=CC2)N2N=CC(=C2)F)=O